C(C(C)C)N1N=CC(=C1)C=1C(=NC(=NC1)NC1=CC=CC=C1)NC1=CC=C2CCNCC2=C1 5-(1-isobutyl-1H-pyrazol-4-yl)-N2-phenyl-N4-(1,2,3,4-tetrahydroisoquinolin-7-yl)pyrimidine-2,4-diamine